N-((S)-1-amino-1-oxo-3-((S)-2-oxopiperidin-3-yl)propan-2-yl)-2-(7-chloro-1H-indole-2-carbonyl)-8,8-difluoro-2-azaspiro[4.5]decane-3-carboxamide NC([C@H](C[C@H]1C(NCCC1)=O)NC(=O)C1N(CC2(C1)CCC(CC2)(F)F)C(=O)C=2NC1=C(C=CC=C1C2)Cl)=O